1-[4-[(1R,2S)-6-hydroxy-2-(3-hydroxyphenyl)tetralin-1-yl]phenyl]piperidine-4-carbaldehyde OC=1C=C2CC[C@@H]([C@@H](C2=CC1)C1=CC=C(C=C1)N1CCC(CC1)C=O)C1=CC(=CC=C1)O